NC1=C2C(=NC=C1C(=O)O)N(C=C2)CC(=O)N2[C@@H]1C[C@@H]1C[C@H]2C(NC2=NC(=CC=C2)Br)=O 4-amino-1-(2-((1R,3S,5R)-3-((6-bromopyridin-2-yl)carbamoyl)-2-azabicyclo[3.1.0]hex-2-yl)-2-oxoethyl)-1H-pyrrolo[2,3-b]pyridine-5-carboxylic acid